COC1(CN(CC1)C(C=C)=O)\C=C\C1=CC=C(C=C1)C(F)(F)F 1-{3-methoxy-3-[(E)-2-[4-(trifluoromethyl)phenyl]vinyl]pyrrolidin-1-yl}prop-2-en-1-one